CN1N=CC2=CC=C(C=C12)C1(CCCCC1)S(=O)(=O)N (1-methyl-1H-indazol-6-yl)cyclohexanesulfonamide